N-(2-ethynylthiazol-4-yl)benzamide C(#C)C=1SC=C(N1)NC(C1=CC=CC=C1)=O